C1N(CC12CCNCC2)C=2SC1=C(N=NC(=C1)C1=C(C=C(C=C1)C=1C(=NNC1)F)O)N2 2-[6-(2,7-Diazaspiro[3.5]nonan-2-yl)[1,3]thiazolo[4,5-c]pyridazin-3-yl]-5-(3-fluoro-1H-pyrazol-4-yl)phenol